C(C1=CC=CC=C1)C1C(=C(NC(=C1C(=O)OCC)C)C)C(=O)OCC diethyl 4-benzyl-2,6-dimethyl-1,4-dihydropyridine-3,5-dicarboxylate